4-(4-(3-methoxy-4-((4-((2-methyl-6-(methylcarbamoyl)phenyl)amino)-5-(trifluoromethyl)pyrimidin-2-yl)amino)phenyl)piperazin-1-yl)-N,N-dimethyladamantan-1-carboxamide COC=1C=C(C=CC1NC1=NC=C(C(=N1)NC1=C(C=CC=C1C(NC)=O)C)C(F)(F)F)N1CCN(CC1)C1C2CC3(CC(CC1C3)C2)C(=O)N(C)C